tris(iso-propylamino)silane C(C)(C)N[SiH](NC(C)C)NC(C)C